BrCC1=CC=C(C(=O)OC(C)(C)C)C=C1 t-butyl 4-(bromomethyl)benzoate